C(C)C1=CC=C(C=C1)C=1N=C(SC1C)N 4-(4-ethylphenyl)-5-methyl-1,3-thiazol-2-amine